C(C)(C)(C)OC(=O)N1N=CC2=CC=CC(=C12)Cl 7-chloro-1H-indazole-1-carboxylic acid tert-butyl ester